(1R,2R,3R)-N-[8-amino-6-(2-fluoro-6-methylphenyl)-2,7-naphthyridin-3-yl]-2-methyl-3-(1-methyl-1H-pyrazol-4-yl)cyclopropane-1-carboxamide NC=1N=C(C=C2C=C(N=CC12)NC(=O)[C@@H]1[C@@H]([C@H]1C=1C=NN(C1)C)C)C1=C(C=CC=C1C)F